6-(6-(((1s,2s,3r,5r)-2-fluoro-9-azabicyclo[3.3.1]non-3-yl)oxy)pyridazin-3-yl)-7-hydroxy-2-methylisoquinolin-1(2H)-one F[C@H]1[C@@H]2CCC[C@H](C[C@H]1OC1=CC=C(N=N1)C=1C=C3C=CN(C(C3=CC1O)=O)C)N2